C(=C\C1=CC=C(C=C1S(=O)(=O)[O-])N)/C1=CC=C(C=C1S(=O)(=O)[O-])N.[Na+].[Na+] sodium (E)-6,6'-(ethene-1,2-diyl)bis(3-aminobenzenesulfonate)